1-(4-(3-((4-amino-5-(benzo[d][1,3]dioxol-4-yl)-7-methyl-7H-pyrrolo[2,3-d]pyrimidin-6-yl)ethynyl)azetidin-1-yl)piperidin-1-yl)prop-2-en-1-one NC=1C2=C(N=CN1)N(C(=C2C2=CC=CC=1OCOC12)C#CC1CN(C1)C1CCN(CC1)C(C=C)=O)C